C(#N)C=1C=NC2=CC(=C(C=C2C1NC1=C(C=C(C=C1)Cl)Cl)NC(=O)NC1CCN(CC1)C1CC1)OCC 1-(3-cyano-4-((2,4-dichlorophenyl)amino)-7-ethoxyquinolin-6-yl)-3-(1-cyclopropylpiperidin-4-yl)urea